6-(methylthio)-1H-pyrazolo[3,4-d]pyrimidin-3(2H)-one CSC1=NC=C2C(=N1)NNC2=O